(±)-4-(3-(4,5-Dichloro-1-methyl-1H-indole-2-carboxamido)tetrahydrofuran-3-yl)benzoic acid ClC1=C2C=C(N(C2=CC=C1Cl)C)C(=O)N[C@@]1(COCC1)C1=CC=C(C(=O)O)C=C1 |r|